S-(+)-3-hydroxytetrahydrofuran C1COC[C@H]1O